acryloxydecyl-triethoxysilane C(C=C)(=O)OCCCCCCCCCC[Si](OCC)(OCC)OCC